ClC1=CC(=C(C=C1)C1=NC(=CC=2N=C(N(C(C21)=O)C)C)N2CC1=C(N=CN=C1OC)CC2)F 5'-(4-chloro-2-fluorophenyl)-4-methoxy-2',3'-dimethyl-7,8-dihydro-5H-[6,7'-bipyrido[4,3-d]pyrimidin]-4'(3'H)-one